3-(8-(1-methyl-1H-pyrazol-4-yl)-2-oxo-3-tosyl-2,3-dihydro-1H-imidazo[4,5-c]isoquinolin-1-yl)cyclobutyl 4-methylbenzenesulfonate CC1=CC=C(C=C1)S(=O)(=O)OC1CC(C1)N1C(N(C=2N=CC=3C=CC(=CC3C21)C=2C=NN(C2)C)S(=O)(=O)C2=CC=C(C)C=C2)=O